piperazin-1-yl(4-(piperazin-1-yl)naphthalen-1-yl)methanone N1(CCNCC1)C(=O)C1=CC=C(C2=CC=CC=C12)N1CCNCC1